(R)-1-phenylpyrrolidin-3-amine HCl Cl.C1(=CC=CC=C1)N1C[C@@H](CC1)N